tert-butyl (2S)-2-(2,3-dimethylphenyl)-2,5-dihydropyrrole-1-carboxylate CC1=C(C=CC=C1C)[C@H]1N(CC=C1)C(=O)OC(C)(C)C